6-fluoro-3-((3-fluorobenzyl)amino)-5-(1-(6-methoxypyridin-2-yl)ethyl)-4H-benzo[e][1,2,4]thiadiazine 1,1-dioxide FC=1C=CC2=C(NC(=NS2(=O)=O)NCC2=CC(=CC=C2)F)C1C(C)C1=NC(=CC=C1)OC